NC1=NC=2C=CC(=CC2C2=C1COC2)C(=O)N([C@H]2COC1=C2C=CC(=C1)[N+](=O)[O-])C 4-amino-N-methyl-N-((3R)-6-nitro-2,3-dihydro-1-benzo-furan-3-yl)-1,3-dihydrofuro[3,4-c]-quinoline-8-carboxamide